C(CO)(=O)OC1=C(C(=CC=C1)C(C)(C)C1=CC=CC=C1)C(C)(C)C1=CC=CC=C1 dicumylphenyl glycolate